NC=1C2=C(N=CN1)N(C(=C2C2=CC=C(C=C2)CN2N=CC=C2)C2CN(CC2)C(C=C)=O)C 1-[3-(4-amino-7-methyl-5-{4-[(1H-pyrazol-1-yl)methyl]phenyl}-7H-pyrrolo[2,3-d]pyrimidin-6-yl)pyrrolidin-1-yl]prop-2-en-1-one